ClC=1C=CC2=C(C(CC(O2)C(=O)NC23CC(C2)(C3)NC(COC3=CC(=C(C=C3)Cl)F)=O)NC3CC(C3)(F)F)C1 6-chloro-N-{3-[2-(4-chloro-3-fluorophenoxy)acetamido]bicyclo[1.1.1]pent-1-yl}-4-[(3,3-difluorocyclobutyl)amino]-3,4-dihydro-2H-1-benzopyran-2-carboxamide